C(#N)C=1C(=NC(=C(C1)C(=O)OCC)C)N1CC(C1)C(=O)O 1-(3-cyano-5-(ethoxycarbonyl)-6-methylpyridin-2-yl)azetidine-3-carboxylic acid